2-[3-Chloro-6-[5-methyl-1-[1-(oxetan-3-yl)-4-piperidyl]triazol-4-yl]pyrazolo[1,5-a]pyridin-4-yl]oxy-1-(5-fluoro-2-pyridyl)ethanol ClC=1C=NN2C1C(=CC(=C2)C=2N=NN(C2C)C2CCN(CC2)C2COC2)OCC(O)C2=NC=C(C=C2)F